(3S,9aS)-3-[5-(trifluoromethyl)-2-pyridyl]-4,6,7,8,9,9a-hexahydro-1H-pyrazino[2,1-c][1,4]oxazin-3-ol FC(C=1C=CC(=NC1)[C@@]1(CN2[C@H](CO1)CNCC2)O)(F)F